ClC=1C(=C(C=CC1F)N(C(=O)Cl)C([2H])([2H])[2H])F (3-chloro-2,4-difluorophenyl)(methyl-d3)carbamic chloride